4-(5-chloro-2-(4-(tributylstannyl)-1H-1,2,3-triazol-1-yl)phenyl)-2,5-dimethoxypyridine ClC=1C=CC(=C(C1)C1=CC(=NC=C1OC)OC)N1N=NC(=C1)[Sn](CCCC)(CCCC)CCCC